B(OC)(OC)OC1=C(C=CC=C1OC1=CC2=CC=CC=C2C(=C1)N(C1=CC=CC=C1)C1=CC=CC=C1)OC1=CC2=CC=CC=C2C(=C1)N(C1=CC=CC=C1)C1=CC=CC=C1 dimethyl (2,6-bis((4-(diphenylamino) naphthalen-2-yl) oxy) phenyl) borate